4-(6-(6-((R)-2-(3-fluorophenyl)pyrrolidin-1-yl)imidazo[1,2-b]pyridazin-3-yl)pyridin-2-yl)piperazin FC=1C=C(C=CC1)[C@@H]1N(CCC1)C=1C=CC=2N(N1)C(=CN2)C2=CC=CC(=N2)N2CCNCC2